pentane-1,3,3,5-tetracarboxylic acid C(CC(CCC(=O)O)(C(=O)O)C(=O)O)C(=O)O